7-difluoromethyl-5-(3,4-difluorophenyl)-N-methylpyrazolo[1,5-a]pyrimidine-3-carboxamide FC(C1=CC(=NC=2N1N=CC2C(=O)NC)C2=CC(=C(C=C2)F)F)F